COC=1C(=NC=C(N1)C(F)(F)F)N 3-methoxy-5-(trifluoromethyl)pyrazin-2-amine